2-({[5-(4-aminoquinazolin-6-yl)thiophen-2-yl]methyl}amino)-N-(4-chloro-3-fluorophenyl)pyridine-3-carboxamide NC1=NC=NC2=CC=C(C=C12)C1=CC=C(S1)CNC1=NC=CC=C1C(=O)NC1=CC(=C(C=C1)Cl)F